5-((5-(1,5-naphthyridin-4-yl)-1H-pyrazol-3-yl)amino)-3-(piperidin-4-yl)oxazolo[4,5-b]pyrazin-2(3H)-one N1=CC=C(C2=NC=CC=C12)C1=CC(=NN1)NC1=CN=C2C(=N1)N(C(O2)=O)C2CCNCC2